FC1=CC=C(C=C1)CN1C(C(=C(C2=CC(=CN=C12)C1=CC=C(C=C1)OC)C)C(=O)NC1CCC(CC1)C)=O 1-(4-fluorophenylmethyl)-6-(4-methoxyphenyl)-4-methyl-N-(4-methylcyclohexyl)-2-oxo-1,2-dihydro-1,8-naphthyridine-3-carboxamide